C(C)(=O)C1=NN(C2=CC=C(C=C12)C=1C=NC(=NC1)C)CC(=O)N1C2CC2(C[C@H]1C(=O)NC1=NC(=CC=C1C)Br)CN1CCNCC1 (3S)-2-(2-(3-acetyl-5-(2-methylpyrimidin-5-yl)-1H-indazol-1-yl)acetyl)-N-(6-bromo-3-methylpyridin-2-yl)-5-(piperazin-1-ylmethyl)-2-azabicyclo[3.1.0]hexane-3-carboxamide